7,7,8,9,9-pentamethyl-1,4-dioxaspiro[4.5]decan-8-ol CC1(CC2(OCCO2)CC(C1(O)C)(C)C)C